NCCC(=O)N[C@@H](C(C)C)C(=O)N[C@@H](CCCNC(N)=O)C(=O)NC1=CC=C(C=C1)CC(=O)OC beta-alanyl-L-valyl-N5-carbamoyl-N-[4-(2-methoxy-2-oxoethyl)phenyl]-L-ornithinamid